(S)-4,5-dihydroxy-2,3-pentanedione O[C@H](C(C(C)=O)=O)CO